COC=1C(=CC=2C(=C3C(=NC2C1)CCC3)N[C@H]3CN(CCC3)C(C)C)OC (3R)-N-{6,7-dimethoxy-1H,2H,3H-cyclopenta[b]quinolin-9-yl}-1-(propan-2-yl)piperidin-3-amine